FC(C1(CC1)C=1N=C2N(N=CC=C2)C1)(F)F (1-(trifluoromethyl)cyclopropyl)imidazo[1,2-b]pyridazine